C1(=CC=CC2=CC=CC=C12)C=1C(=C(C=2C(C3=CC(=CC=C3C2C1)NC1=CC=CC=C1)(CCCCCCCC)CCCCCCCC)C1=CC=CC2=CC=CC=C12)NC1=CC=CC=C1 Bis(naphthalen-1-yl)-9,9-dioctyl-N2,N7-diphenyl-9H-fluorene-2,7-diamine